CC(=CCCO)C The molecule is a homoallylic alcohol that is 2-methylpent-2-ene in which a hydrogen of the methyl group at position 5 has been replaced by a hydroxy group. It has a role as a plant metabolite. It is a homoallylic alcohol and a primary alcohol.